((1R,SR)-6-(7-(5-chloroisoquinolin-4-yl)-2-((tetrahydro-1H-pyrrolizin-7a(5H)-yl)methoxy)quinazolin-4-yl)-2,6-diazabicyclo[3.2.0]hept-2-yl)prop-2-en-1-one ClC1=C2C(=CN=CC2=CC=C1)C1=CC=C2C(=NC(=NC2=C1)OCC12CCCN2CCC1)N1[C@H]2CCN([C@@H]2C1)C(C=C)=O |&1:32|